lithium dithiolane salt S1SCCC1.[Li]